C(CCC)[P+](CCCCCCCC)(CCCC)CCCC tributyl-(octyl)phosphonium